N1(N=CC=C1)CC1=CC=C(C=C1)C#CC1=CC=C(C=C1)C1=CC(=NO1)CN1C(=NC=C1)[C@H](C)O (S)-1-(1-((5-(4-((4-((1H-pyrazol-1-yl)methyl)phenyl)ethynyl)phenyl)isoxazol-3-yl)methyl)-1H-imidazol-2-yl)ethan-1-ol